BrC1=CC(=C2CN(CC2=C1)C(C(F)(F)F)=O)[N+](=O)[O-] 1-(6-bromo-4-nitroisoindolin-2-yl)-2,2,2-trifluoroethan-1-one